C1N(CCC12OCCNC2)C(=O)OC(C)(C)C tert-butyl 6-oxa-2,9-diazaspiro[4.5]decane-2-carboxylate